1-((5-methylfuran-2-yl)methyl)piperidine-4-carboxylic acid CC1=CC=C(O1)CN1CCC(CC1)C(=O)O